BrC1=CC=C(C=2SC=CC21)C 4-bromo-7-methylbenzo[b]thiophene